CC(C(=O)O)(C)OC=1C=NC(=CC1)C(F)(F)F 2-methyl-2-[[6-(trifluoromethyl)-3-pyridinyl]oxy]propionic acid